N-(4-amino-1-tetrahydropyran-2-yl-pyrazolo[4,3-c]pyridin-7-yl)-N'-ethyl-N'-[1-[2-methyl-4-(1,1,2,2,2-pentafluoroethyl)phenyl]ethyl]oxamide NC1=NC=C(C2=C1C=NN2C2OCCCC2)NC(=O)C(=O)N(C(C)C2=C(C=C(C=C2)C(C(F)(F)F)(F)F)C)CC